((3S,8aS)-7,7-difluorooctahydroindolizin-3-yl)methanol FC1(CCN2[C@@H](CC[C@H]2C1)CO)F